7-[dimethyl(oxo)-λ5-phosphoranyl]-3-(2-{[(3S)-1-(2,2-dimethyl-4-oxo-5-aza-3-oxaundecan-11-yl)hexahydropyridin-3-yl]amino}-5-(trifluoromethyl)pyrimidin-4-yl)-1H-indole-6-carboxylic acid CP(C=1C(=CC=C2C(=CNC12)C1=NC(=NC=C1C(F)(F)F)N[C@@H]1CN(CCC1)CCCCCCNC(OC(C)(C)C)=O)C(=O)O)(=O)C